5-((1S,2R)-1-(6-chloro-5-methyl-1,1-dioxidobenzo[e][1,4,3]oxathiazin-2(3H)-yl)-2-(6-fluoro-2,3-dimethylphenyl)propyl)-1,3,4-oxadiazol-2(3H)-one ClC1=C(C2=C(S(N(CO2)[C@@H]([C@H](C)C2=C(C(=CC=C2F)C)C)C2=NNC(O2)=O)(=O)=O)C=C1)C